4-(5-chloro-4-formyl-2-methoxyphenyl)piperidine-1-carboxylic acid tert-butyl ester C(C)(C)(C)OC(=O)N1CCC(CC1)C1=C(C=C(C(=C1)Cl)C=O)OC